1-oxa-4,7-diazacyclononane O1CCNCCNCC1